N-(4-((4-(2-(3-chloro-5-cyano-4-fluorophenyl)propan-2-yl)phenoxy)methyl)pyrimidin-2-yl)methanesulfonamide ClC=1C=C(C=C(C1F)C#N)C(C)(C)C1=CC=C(OCC2=NC(=NC=C2)NS(=O)(=O)C)C=C1